2-[4-(methylsulfonyl)phenyl]Acetic acid CS(=O)(=O)C1=CC=C(C=C1)CC(=O)O